FC(C1=C2CN(C(C2=CC(=C1)CN1C[C@H](CCC1)C)=O)C1=C2C=CN(C2=CC(=C1)C1(CC(C1)C)C1=NN=CN1C)CC)F 4-(difluoromethyl)-2-{1-ethyl-6-[(1S,3R)-3-methyl-1-(4-methyl-1,2,4-triazol-3-yl)cyclobutyl]indol-4-yl}-6-{[(3S)-3-methylpiperidin-1-yl]methyl}-2,3-dihydro-1H-isoindol-1-one